1-[5-tert-butyl-2-p-tolyl-2H-pyrazol-3-yl]-3-[4-(2-(morpholin-4-yl)-2-methylethoxy)naphthalen-1-yl]-urea C(C)(C)(C)C=1C=C(N(N1)C1=CC=C(C=C1)C)NC(=O)NC1=CC=C(C2=CC=CC=C12)OCC(C)N1CCOCC1